NC=1C=C(C=CC1)C(C(F)(F)F)(C(F)(F)F)C1=CC(=CC=C1)N 2,2-bis(3-aminophenyl)1,1,1,3,3,3-hexafluoropropane